N-(3-(4-(2,4-difluorobenzyloxy)-3-chloro-6-methyl-2-oxopyridin-1(2H)-yl)-4-fluorobenzyl)-methylsulfonamide FC1=C(COC2=C(C(N(C(=C2)C)C=2C=C(CNS(=O)(=O)C)C=CC2F)=O)Cl)C=CC(=C1)F